C(=O)(O)C[C@H](C)C1=CC=C(OCC2=CC=C3C(=NN(C3=C2)C2CCCC2)C2=C(C=C(C(=O)O)C=C2)F)C=C1 (S)-4-(6-((4-(1-carboxypropan-2-yl)phenoxy)methyl)-1-cyclopentyl-1H-indazol-3-yl)-3-fluorobenzoic acid